tert-butyl (±)-3-(2-((tert-butyldimethylsilyl)oxy)-4-(methoxycarbonyl)phenyl)piperazine-1-carboxylate [Si](C)(C)(C(C)(C)C)OC1=C(C=CC(=C1)C(=O)OC)[C@@H]1CN(CCN1)C(=O)OC(C)(C)C |r|